(4-methoxyl)quinoline O(C)C1=CC=NC2=CC=CC=C12